CC1CN(C(=CC1)C1=CC(=C(C(=C1)F)F)F)C(=O)OC(C)(C)C tert-butyl 3-methyl-6-(3,4,5-trifluorophenyl)-3,4-dihydro-2H-pyridine-1-carboxylate